C(C)N1C[C@@H](CCC1)NC1=CC(=C(N=N1)C1=C(C=C(C#N)C=C1)O)C 4-[6-[[(3R)-1-Ethyl-3-piperidyl]amino]-4-methyl-pyridazin-3-yl]-3-hydroxy-benzonitrile